4-(3-(2,4-Difluoro-3-hydroxy-5-(trifluoromethyl)phenyl)-1-methyl-1H-pyrazolo[4,3-c]pyridin-6-yl)-7-methyl-4,7-diazaspiro[2.5]octan-8-one FC1=C(C=C(C(=C1O)F)C(F)(F)F)C1=NN(C2=C1C=NC(=C2)N2C1(CC1)C(N(CC2)C)=O)C